hexadecyl-bishydroxyethyl-methyl-ammonium chloride [Cl-].C(CCCCCCCCCCCCCCC)[N+](C)(CCO)CCO